C(C)(C)(C)C1CCC(CC1)C(C(=O)NCC=1C=C2CN(C(C2=CC1)=O)C1C(NC(CC1)=O)=O)=O 2-(4-(tert-butyl)cyclohexyl)-N-((2-(2,6-dioxopiperidin-3-yl)-1-oxoisoindolin-5-yl)methyl)-2-oxoacetamide